(7-(8-ethyl-7-fluoro-3-hydroxynaphthalen-1-yl)-8-fluoro-2-(((2R,7aS)-2-fluorotetrahydro-1H-pyrrolizin-7a(5H)-yl)methoxy)pyrido[4,3-d]pyrimidin-4-yl)azocane-4-carboxylic acid C(C)C=1C(=CC=C2C=C(C=C(C12)C1=C(C=2N=C(N=C(C2C=N1)N1CCC(CCCC1)C(=O)O)OC[C@]12CCCN2C[C@@H](C1)F)F)O)F